C12COCCC2C1C=1C=C2C=C(N=CC2=CC1Cl)NC(=O)C1CC12CCOCC2 N-(6-(3-oxabicyclo[4.1.0]heptan-7-yl)-7-chloroisoquinolin-3-yl)-6-oxaspiro[2.5]octane-1-carboxamide